Cl.C(C)(=O)C(O)(C[N+](C)(C)C)CC([O-])=O Acetyl-Carnitine HCl